N1C(=NC2=C1C=CC=C2)CN(CCCCN)C2CCCC=1C=C(C=NC21)OC N1-(1H-benzimidazol-2-ylmethyl)-N1-(3-methoxy-5,6,7,8-tetrahydroquinolin-8-yl)-butane-1,4-diamine